C1(CC1)N1CCN(CC1)C1=C(C=C(C(=C1)OC)NC1=NC=NC(=C1)N1OCC[C@@H]1C1=CC(=CC=C1)OC1=CC=CC=C1)NC(C=C)=O (R)-N-(2-(4-cyclopropylpiperazin-1-yl)-4-methoxy-5-((6-(3-(3-phenoxy-phenyl)isoxazolidin-2-yl)pyrimidin-4-yl)amino)-phenyl)acrylamide